tert-Butyl 4-((4-(5-(2,4-dioxotetrahydropyrimidin-1(2H)-yl)-1H-indol-1-yl)cyclohexyl)methyl)piperazine-1-carboxylate O=C1N(CCC(N1)=O)C=1C=C2C=CN(C2=CC1)C1CCC(CC1)CN1CCN(CC1)C(=O)OC(C)(C)C